5-(pyridin-2-yl)phenol N1=C(C=CC=C1)C=1C=CC=C(C1)O